C(C)(C)(C)OC(NCC1=CC(=C(C=C1)F)C=1C=NN(C1)C1=CC=C(C=C1)F)=O 4-Fluoro-3-(1-(4-fluorophenyl)-1H-pyrazol-4-yl)benzyl-carbamic acid tert-butyl ester